(R)-3-(5-(4-((1-(4-((1S,2R)-6'-hydroxy-1',2',3',4',5,6,7,8-octahydro-[1,2'-binaphthalen]-1'-yl)phenyl)piperidin-4-yl)methyl)piperazin-1-yl)-1-oxoisoindolin-2-yl)piperidine-2,6-dione OC=1C=C2CCC(C(C2=CC1)C1=CC=C(C=C1)N1CCC(CC1)CN1CCN(CC1)C=1C=C2CN(C(C2=CC1)=O)[C@H]1C(NC(CC1)=O)=O)C1=CC=CC=2CCCCC12